CN1N=CC2=CC=CC=C12.[F] fluorine 1-methyl-indazole